n-pentyl (isononyl) terephthalate C(C1=CC=C(C(=O)OCCCCCCC(C)C)C=C1)(=O)OCCCCC